17α-methylandrostan-17β-ol-3-one C[C@]12CCC(=O)C[C@@H]1CC[C@@H]3[C@@H]2CC[C@]4([C@H]3CC[C@]4(C)O)C